N-(1,3-dimethyl-5-(3-(trifluoromethyl)phenyl)-1H-pyrazolo[4,3-d]pyrimidin-7-yl)-5-nitrothiophene-2-carboxamide CN1N=C(C=2N=C(N=C(C21)NC(=O)C=2SC(=CC2)[N+](=O)[O-])C2=CC(=CC=C2)C(F)(F)F)C